C(C)OC(C)C12CC(CC(N1)C2)C 1-(1-ethoxyethyl)-3-methyl-6-azabicyclo[3.1.1]heptane